5-(morpholine-4-carbonyl)benzo[b]thiophene-3-carbaldehyde N1(CCOCC1)C(=O)C1=CC2=C(SC=C2C=O)C=C1